1-cyclopropyl-6-fluoro-N-(2-fluorophenylethyl)-4-oxo-7-(1-piperazinyl)-1,4-dihydroquinoline-3-carboxamide C1(CC1)N1C=C(C(C2=CC(=C(C=C12)N1CCNCC1)F)=O)C(=O)NCCC1=C(C=CC=C1)F